(3RS,3aRS,6SR,7aSR)-3,6-dimethylhexahydro-1-benzofuran-2(3H)-one C[C@H]1C(O[C@@H]2[C@@H]1CC[C@@H](C2)C)=O |r|